tert-butyl N-[(5-chloro-6-fluoro-pyrazin-2-yl)methyl]carbamate ClC=1N=CC(=NC1F)CNC(OC(C)(C)C)=O